8-[(2s,5r)-4-[(4-tert-butyl-1,3-oxazol-2-yl)(4-fluorophenyl)methyl]-2,5-dimethylpiperazin-1-yl]-5-methyl-6-oxo-5,6-dihydro-1,5-naphthyridine-2-carbonitrile C(C)(C)(C)C=1N=C(OC1)C(N1C[C@@H](N(C[C@H]1C)C1=CC(N(C=2C=CC(=NC12)C#N)C)=O)C)C1=CC=C(C=C1)F